ClC1=CC=C(C=N1)S(=O)(=O)N1CCC(CC1)(C(=O)N)C 1-((6-chloropyridin-3-yl)sulfonyl)-4-methylpiperidine-4-carboxamide